OC=1C=C(C#N)C=C(C1C1=CN=C2C(=N1)N=C(O2)N[C@H]2CN(CCC2)CCO)COC 3-hydroxy-4-[2-[[(3R)-1-(2-hydroxyethyl)-3-piperidyl]amino]oxazolo[4,5-b]pyrazin-5-yl]-5-(methoxymethyl)benzonitrile